O([C@H]1[C@H](O)[C@@H](O)[C@@H](O)[C@H](O1)CO)C1=C(C=CC=C1)[N+](=O)[O-] 2-Nitrophenyl β-D-galactopyranosid